4-(1-(2,2-difluoroethyl)-1H-pyrazol-4-yl)-2-(((1R,3S)-3-(5-fluoro-7-methyl-1H-benzo[d]imidazol-1-yl)cyclohexyl)amino)pyrimidine-5-carbonitrile FC(CN1N=CC(=C1)C1=NC(=NC=C1C#N)N[C@H]1C[C@H](CCC1)N1C=NC2=C1C(=CC(=C2)F)C)F